C(\C=C\C1=CC=C(C=C1)O)(=O)N[C@@H](CC1=CNC2=CC=CC=C12)C(=O)O p-coumaroyl-tryptophan